1-(5-chloro-2,4-difluorophenyl)propane-1,3-diol ClC=1C(=CC(=C(C1)C(CCO)O)F)F